4,4,5,5-tetramethyl-2-(4-octylphenylethyl)-1,3,2-dioxaborolane CC1(OB(OC1(C)C)CCC1=CC=C(C=C1)CCCCCCCC)C